(5S,7R,8R,9S,10R)-8-hydroxy-7-(hydroxymethyl)-9-(4-(3,4,5-trifluorophenyl)-1H-1,2,3-triazol-1-yl)-1,6-dioxaspiro[4.5]dec-10-yl 4-fluoropyridineformate FC1=CC(=NC=C1)C(=O)O[C@@H]1[C@H]([C@H]([C@H](O[C@@]12CCCO2)CO)O)N2N=NC(=C2)C2=CC(=C(C(=C2)F)F)F